6,7-difluoro-N-methoxy-N-methyl-1H-indazole-4-carboxamide FC=1C=C(C=2C=NNC2C1F)C(=O)N(C)OC